C(N)(=O)[C@H](C1=CC=CC=C1)NC(=O)C=1C=2C[C@@H]3[C@H](C2N(N1)C1=C(C=C(C=C1)F)F)C3 (1aR,5aR)-2-(2,4-Difluoro-phenyl)-1a,2,5,5a-tetrahydro-1H-2,3-diaza-cyclopropa[a]pentalene-4-carboxylic Acid ((S)-Carbamoyl-phenyl-methyl)-amide